ClC=1C=C2C(=CC1)NC(C21CCN(CC1)CCOC=1C=NC(=NC1)C(C)S(=O)(=O)C)=O 5-chloro-1'-(2-{[2-(1-methanesulfonylethyl)pyrimidin-5-yl]oxy}ethyl)-1H-spiro[indole-3,4'-piperidin]-2-one